C(C1=CC=CC=C1)C1(CCC1)CNC(=O)C=1NC(C(=CN1)C)=O N-((1-benzylcyclobutyl)methyl)-5-methyl-6-oxo-1,6-dihydropyrimidine-2-carboxamide